C(C1=CC=CC=C1)(=O)OC[C@@]1(N(CCC2=C1NC1=CC=CC=C21)CC2=CC=CC=C2)CO (S)-(2-benzyl-1-(hydroxymethyl)-2,3,4,9-tetrahydro-1H-pyrido[3,4-b]indol-1-yl)methyl benzoate